N-(1-(5-(3-cyano-6-(2-hydroxy-2-methylpropoxy)pyrazolo[1,5-a]pyridin-4-yl)pyridin-2-yl)-4-methylpiperidin-4-yl)-1-methyl-1H-pyrazole-4-carboxamide C(#N)C=1C=NN2C1C(=CC(=C2)OCC(C)(C)O)C=2C=CC(=NC2)N2CCC(CC2)(C)NC(=O)C=2C=NN(C2)C